4-(2-(piperidin-4-ylethynyl)thiazol-5-yl)benzamide N1CCC(CC1)C#CC=1SC(=CN1)C1=CC=C(C(=O)N)C=C1